C(CCCCCC#C)OC(CCCCC(=O)OCCCCCCN(CCCCCCCC(=O)OCCCCCCCCC)CCO)OCCCCCCC#C nonyl 8-((6-((6,6-bis(oct-7-yn-1-yloxy)hexanoyl)oxy)hexyl)(2-hydroxyethyl)amino)octanoate